C(C=C)(=O)N1[C@H](CN(CC1)C1=NC(=NC=2C[C@@H](CCC12)N1CCCC2=CC=C(C=C12)F)N1CC2(C1)N(CCC2)C)CC#N 2-((S)-1-Acryloyl-4-((R)-7-(7-fluoro-3,4-dihydroquinolin-1(2H)-yl)-2-(5-methyl-2,5-diazaspiro[3.4]octan-2-yl)-5,6,7,8-tetrahydroquinazolin-4-yl)piperazin-2-yl)acetonitrile